2-Ethylhexyl Acrylate (2-ethyl Acrylate) C(C)C(C(=O)O)=C.C(C=C)(=O)OCC(CCCC)CC